BrC1=CC2=C(C3(OC2)CNC3)C=C1 5'-bromo-3'H-spiro[azetidine-3,1'-[2]benzofuran]